1-hydroxy-2-(pyridin-4-yl)ethane-1,1-diyl-bisphosphonic acid OC(CC1=CC=NC=C1)(P(O)(O)=O)P(O)(O)=O